4-(2-(4-fluorobenzoyl)hydrazine-1-carbonyl)-N-(4-methoxybenzyl)-N-(3,4,5-trimethoxyphenyl)benzamide FC1=CC=C(C(=O)NNC(=O)C2=CC=C(C(=O)N(C3=CC(=C(C(=C3)OC)OC)OC)CC3=CC=C(C=C3)OC)C=C2)C=C1